C(CC)[NH2+]CCC di(n-propyl)ammonium